N4-(2-oxo-1,2-dihydropyrimidin-4-yl)-L-asparagine O=C1NC=CC(=N1)NC(C[C@H](N)C(=O)O)=O